ClC1=C(C=C(C=C1)N1CC(C2=NC(=CC=C21)C(=O)N2C(CN(CC2)C=2C=NC(=C(C(=O)O)C2)OC)(C)C)(C)C)F 5-(4-(1-(4-chloro-3-fluorophenyl)-3,3-dimethyl-2,3-dihydro-1H-pyrrolo[3,2-b]pyridine-5-carbonyl)-3,3-dimethylpiperazin-1-yl)-2-methoxynicotinic acid